BrC=1C=C(C=CC1)CNC(OC(C)(C)C)=O tert-butyl [(3-bromophenyl)methyl]carbamate